methyl (E)-3-(5-(4-fluorophenyl)-6-isopropyl-1,5-dihydropyrrolo[2,3-f]indazol-7-yl)acrylate FC1=CC=C(C=C1)N1C(=C(C2=C1C=C1C=NNC1=C2)/C=C/C(=O)OC)C(C)C